(trifluoromethyl)oxane-3-carboxylic acid FC(F)(F)C1OCCCC1C(=O)O